C(C)(=O)N[C@H]1[C@@H](C=C(C[C@@H]1N)C(=O)OCC)OC(CC)CC ethyl (3R,4R,5S)-4-acetylamino-5-amino-3-pentan-3-yloxycyclohexen-1-carboxylate